N=1C=NN2C1CNCC2 5H,6H,8H-[1,2,4]triazolo[1,5-a]pyrazin